CN(CC=CC(=O)NC)C 4-(dimethylamino)-N-methylbut-2-enamide